O=C(NCC1=CC=C(C=C1)C1(N=N1)C(F)(F)F)OCCOCCOCCOCCC(=O)O 3-oxo-1-(4-(3-(trifluoromethyl)-3H-diazirin-3-yl)phenyl)-4,7,10,13-tetraoxa-2-azahexadecan-16-oic acid